BrC=1C(=NN(C1C)C)[C@@H](CC)O |r| (rac)-1-(4-bromo-1,5-dimethyl-1H-pyrazol-3-yl)propan-1-ol